benzyl ((3S,4R)-3-(cyanomethyl)piperidin-4-yl)carbamate hydrochloride Cl.C(#N)C[C@H]1CNCC[C@H]1NC(OCC1=CC=CC=C1)=O